COC(=O)C1=C(C=CC=C1)O 2-(methoxycarbonyl)phenol